4-(((1r,4r)-4-(3-(3-fluoro-4-(trifluoromethoxy)phenyl)ureido)cyclohexyl)oxy)benzoic acid FC=1C=C(C=CC1OC(F)(F)F)NC(NC1CCC(CC1)OC1=CC=C(C(=O)O)C=C1)=O